tert-butyl 4-[3-[4-(difluoromethyl)phenyl]pyrazol-1-yl]piperidine-1-carboxylate FC(C1=CC=C(C=C1)C1=NN(C=C1)C1CCN(CC1)C(=O)OC(C)(C)C)F